OC(C)C=1C(=NC(=CC1)N1C=NC2=C1C=CC(=C2)N2CCN(CC2)C2COC2)N2N=C(C=C2C)C#N 1-[3-(1-hydroxyethyl)-6-[5-[4-(oxetan-3-yl)piperazin-1-yl]benzimidazol-1-yl]-2-pyridinyl]-5-methyl-pyrazole-3-carbonitrile